8-bromoimidazo[1,2-a]pyridine-6-carbaldehyde BrC=1C=2N(C=C(C1)C=O)C=CN2